NCC1=NNC(C2=CC=C(C=C12)C=1C=NN(C1C1=C(C#N)C(=CC(=C1F)Cl)OC1CC1)C(F)(F)F)=O (M)-2-(4-(4-(aminomethyl)-1-oxo-1,2-dihydrophthalazin-6-yl)-1-(trifluoromethyl)-1H-pyrazol-5-yl)-4-chloro-6-cyclopropoxy-3-fluorobenzonitrile